C(C=C)(=O)NCCCNC1=NC(=C(C=2N1C=CN2)C(=O)N)NC2=CC(=CC(=C2)OC)OC 5-((3-acrylamidopropyl)amino)-7-((3,5-dimethoxyphenyl)amino)imidazo[1,2-c]pyrimidine-8-amide